Cl.Cl.Cl.C(C1=CC=CC=C1)C=1C=NC(=NC1)C1CNCC1 5-benzyl-2-(pyrrolidin-3-yl)pyrimidine trihydrochloride salt